4-((4-(3-hydroxypropyl)piperidin-1-yl)methyl)-N-(1-(4-methoxyphenyl)-9-methyl-9H-pyrido[3,4-b]indol-3-yl)benzamide hexyne-1,6-dioate C(C#CCCC(=O)O)(=O)O.OCCCC1CCN(CC1)CC1=CC=C(C(=O)NC2=CC3=C(N(C4=CC=CC=C34)C)C(=N2)C2=CC=C(C=C2)OC)C=C1